tert-butyl (4-(2-(5-bromo-3-fluoro-2-formylphenoxy)ethoxy)butyl)carbamate BrC=1C=C(C(=C(OCCOCCCCNC(OC(C)(C)C)=O)C1)C=O)F